COCCN1CC=2N(CC1)N=C(C2)NC=2N(C(C=CC2C=2C=C(C=NC2)C=O)=O)C 5-{[5-(2-methoxyethyl)-4H,5H,6H,7H-pyrazolo[1,5-a]pyrazin-2-yl]amino-1-methyl-6-oxo-1,6-dihydropyridin-3-yl}pyridine-3-carbaldehyde